3,3-dimethyl-1-(6-oxo-6-phenoxyhexyl)-3H-indol-1-ium chloride [Cl-].CC1(C=[N+](C2=CC=CC=C12)CCCCCC(OC1=CC=CC=C1)=O)C